methyl (S,E)-5-(2-amino-5-fluoropyridin-3-yl)-2-((tert-butoxycarbonyl) amino)pent-4-enoate NC1=NC=C(C=C1/C=C/C[C@@H](C(=O)OC)NC(=O)OC(C)(C)C)F